N-(2,4-dimethoxybenzyl)-2,4,6-trifluoro-N-(pyrimidin-4-yl)benzenesulfonamide COC1=C(CN(S(=O)(=O)C2=C(C=C(C=C2F)F)F)C2=NC=NC=C2)C=CC(=C1)OC